CN(C(=O)C1=CC2=C(N=C(N=C2)NC2=NC=C(C=C2)N2CCN(CC2)CC(CC)CC)N1C1CCCC1)C 7-Cyclopentyl-2-{5-[4-(2-ethyl-butyl)piperazin-1-yl]-pyridin-2-ylamino}-7H-pyrrolo[2,3-d]pyrimidine-6-carboxylic acid dimethylamide